C(N)(=O)C=1C=C(C=CC1F)NC(=O)[C@H]1O[C@]([C@H]([C@H]1C1=C(C(=C(C=C1)F)F)OC(F)F)C)(C(F)(F)F)C (2S,3S,4S,5R)-N-(3-carbamoyl-4-fluorophenyl)-3-(2-(difluoromethoxy)-3,4-difluorophenyl)-4,5-dimethyl-5-(trifluoromethyl)tetrahydrofuran-2-carboxamide